6-nitro-1,3-benzothiazol-2-amine [N+](=O)([O-])C1=CC2=C(N=C(S2)N)C=C1